(S)-2-((1-(2-(bis(4-fluorophenyl)methylene)hydrazineyl)-1-oxopropan-2-yl)carbamoyl)-4-methoxypyridin-3-yl butyrate C(CCC)(=O)OC=1C(=NC=CC1OC)C(N[C@H](C(=O)NN=C(C1=CC=C(C=C1)F)C1=CC=C(C=C1)F)C)=O